FC=1C=C(C=C(C1CN1CCOCC1)F)C=1C=CC=C2N=CC(=NC12)C=1C=NN(C1)C1CCN(CC1)CC(=O)NCCCCCNC=1C=C2C(N(C(C2=CC1)=O)C1C(NC(CC1)=O)=O)=O 2-(4-(4-(8-(3,5-difluoro-4-(morpholinomethyl)phenyl)quinoxalin-2-yl)-1H-pyrazol-1-yl)piperidin-1-yl)-N-(5-((2-(2,6-dioxopiperidin-3-yl)-1,3-dioxoisoindolin-5-yl)amino)pentyl)acetamide